CC(=C(NC(N)=O)C)C N'-dimethylpropenylurea